Methyl ((2S,3R)-3-amino-2-hydroxy-5-methylhexanoyl)-L-phenylalaninate N[C@@H]([C@@H](C(=O)N[C@@H](CC1=CC=CC=C1)C(=O)OC)O)CC(C)C